FC(C(=O)O)(F)F.ClC1=CC=C(C=C1)C(N)C1=CN=C(N1)C(F)(F)F (4-chlorophenyl)(2-(trifluoromethyl)-1H-imidazol-5-yl)methanamine 2,2,2-trifluoro-acetate